CC1=C(C=NN1C1CCOCC1)[N+](=O)[O-] 5-methyl-4-nitro-1-(tetrahydro-2H-pyran-4-yl)-1H-pyrazol